5-(2-chloro-4-methyl-phenyl)-N-(4-cyano-2-fluoro-phenyl)-1H-pyrrole-3-sulfonamide ClC1=C(C=CC(=C1)C)C1=CC(=CN1)S(=O)(=O)NC1=C(C=C(C=C1)C#N)F